bromo-3-methyl-3,4-dihydro-2H-1-benzopyran BrC1OC2=C(CC1C)C=CC=C2